tert-butyl ((2-acetamido-2-(tert-butylcarbamoyl)-4-vinylcyclohexyl)methyl)carbamate C(C)(=O)NC1(C(CCC(C1)C=C)CNC(OC(C)(C)C)=O)C(NC(C)(C)C)=O